FC1=CC=C(C=C1)C1=CC=2C(=NC=C(C2)C=2N=C(SC2)C(=O)N[C@H](CO)CC)N1 (S)-4-(2-(4-Fluorophenyl)-1H-pyrrolo[2,3-b]pyridin-5-yl)-N-(1-hydroxybutan-2-yl)-thiazole-2-carboxamide